5-(4-{3-[4-(3-{4-chloro-3-ethyl-1H-pyrrolo[2,3-b]pyridin-3-yl}phenyl)-3-oxopiperazin-1-yl]-3-oxopropoxy}piperidin-1-yl)-2-(2,6-dioxopiperidin-3-yl)isoindole-1,3-dione ClC1=C2C(=NC=C1)NCC2(CC)C=2C=C(C=CC2)N2C(CN(CC2)C(CCOC2CCN(CC2)C=2C=C1C(N(C(C1=CC2)=O)C2C(NC(CC2)=O)=O)=O)=O)=O